N-(4-morpholinophenyl)-4-(3-phenylisoxazolidin-2-yl)-5-(trifluoromethyl)pyrimidin-2-amine O1CCN(CC1)C1=CC=C(C=C1)NC1=NC=C(C(=N1)N1OCCC1C1=CC=CC=C1)C(F)(F)F